((1r,4r)-4-(hydroxymethyl)cyclohexyl)methyl 4-chlorophenyl(phenyl)carbamate C1CC(CCC1CO)COC(=O)N(C2=CC=CC=C2)C3=CC=C(C=C3)Cl